tert-butyl (6aR,8R)-8-((1-(tert-butoxycarbonyl)-1H-pyrazol-4-yl)oxy)-2-(3,5-difluoro-2-methoxyphenyl)-6a,7,8,9-tetrahydropyrrolo[1',2':4,5]pyrazino[2,3-c]pyridazine-5(6H)-carboxylate C(C)(C)(C)OC(=O)N1N=CC(=C1)O[C@@H]1C[C@H]2N(C=3C(=NN=C(C3)C3=C(C(=CC(=C3)F)F)OC)N(C2)C(=O)OC(C)(C)C)C1